C(C)OC(=O)C=1N=C(N2C1CN(CC2)CC2=CC=CC=C2)Br 7-benzyl-3-bromo-5,6,7,8-tetrahydroimidazo[1,5-a]pyrazine-1-carboxylic acid ethyl ester